FC1(CCC=2N(C1)N=C(C2C2=C1C(=NC(=N2)C)NN=C1)C1=CC=C(C=C1)F)F 4-[6,6-difluoro-2-(4-fluorophenyl)-5,7-dihydro-4H-pyrazolo[1,5-a]pyridin-3-yl]-6-methyl-1H-pyrazolo[3,4-d]pyrimidine